5-(cyclopentylmethyl)-2-ethyl-2,4-dihydro-3H-1,2,4-triazol-3-one C1(CCCC1)CC=1NC(N(N1)CC)=O